2-((2-oxaspiro[3.3]heptan-6-yl)methyl)-6-((6-(1,1-difluoroethyl)-2-methylpyridin-3-yl)sulfonyl)-2,6-diazaspiro[3.3]heptane C1OCC12CC(C2)CN2CC1(C2)CN(C1)S(=O)(=O)C=1C(=NC(=CC1)C(C)(F)F)C